N-(3-(3-dihydroxyboryl-5-nitrobenzoylamino)propyl)-N-(3-dihydroxyboryl-5-nitrobenzoyl)glycine OB(C=1C=C(C(=O)NCCCN(CC(=O)O)C(C2=CC(=CC(=C2)[N+](=O)[O-])B(O)O)=O)C=C(C1)[N+](=O)[O-])O